BrCC1=C(C=CC=C1)C 1-(bromomethyl)-2-methyl-benzene